Cl.N1=CC(=CC=C1)NC=1C=C(C=CC1)CNC1CCC(C1)O 4-[({3-[(pyridin-3-yl)amino]phenyl}methyl)amino]cyclopentan-1-ol hydrochloride